FC(OC1=C(C(=O)NCC=2SC3=C(C=NC=4C=CC=CC34)N2)C=CC=C1)F 2-(difluoromethoxy)-N-(thiazolo[4,5-c]quinolin-2-ylmethyl)benzamide